COC=1C=C(C=CC1)CC(CCCC)NC(=O)C12CC(C1)(C2)NC(C2=CC=NC=C2)=O N-(3-((1-(3-methoxyphenyl)hex-2-yl)carbamoyl)bicyclo[1.1.1]pent-1-yl)isonicotinamide